pentyl-3-(4-(1-phenyl-2-(trifluoromethyl)-1H-benzimidazol-5-yl)phenyl)urea C(CCCC)NC(=O)NC1=CC=C(C=C1)C1=CC2=C(N(C(=N2)C(F)(F)F)C2=CC=CC=C2)C=C1